ClC1=C(SC=C1)C[C@@]1([C@H](O)[C@H](O)[C@@H](CO)O1)N1C=NC=2C(N)=NC=NC12 [(3-chlorothien-2-yl)methyl]adenosine